N1(CCCCCC1)C1=NC=C(C=C1C(=O)NC1=CC=C(C=C1)C#N)C(F)(F)F 2-(azepan-1-yl)-N-(4-cyanophenyl)-5-(trifluoromethyl)pyridine-3-carboxamide